3-(7-fluoro-5-((3-((4'-fluoro-5,5-dimethyl-3,4,5,6-tetrahydro-[1,1'-biphenyl]-2-yl)methyl)-2-oxoimidazolidin-1-yl)methyl)-1-oxoisoindolin-2-yl)piperidine-2,6-dione FC=1C=C(C=C2CN(C(C12)=O)C1C(NC(CC1)=O)=O)CN1C(N(CC1)CC1=C(CC(CC1)(C)C)C1=CC=C(C=C1)F)=O